NC1=NC2=C(N1CCCCCNC(=O)OC(C)(C)C)C(=CC(=C2)CN2CCN(CC2)C)C(=O)OC methyl 2-amino-1-(5-((tert-butoxycarbonyl)amino)pentyl)-5-((4-methylpiperazin-1-yl)methyl)-1H-benzo[d]imidazole-7-carboxylate